(6S,8S)-N-(5-chloro-6-(2H-1,2,3-triazol-2-yl)pyridin-3-yl)-2-fluoro-8-methyl-8-(1-methyl-1H-pyrazol-5-yl)-7,8-dihydro-6H-cyclopenta[e]pyrazolo[1,5-a]pyrimidine-6-carboxamide ClC=1C=C(C=NC1N1N=CC=N1)NC(=O)[C@H]1C[C@](C2=C1C=NC=1N2N=C(C1)F)(C1=CC=NN1C)C